CC1(C(C(O)=CC(=C1C1=CC=CC=C1C(=O)[O-])C(C)(C)C)O)C1=CC=CC=C1C(=O)OC(C)(C)C tert-butyl (3-methyl-5-t-butyl catecholdibenzoate)